[C@H](C)(CC)OC1=NC=2N(C=C1C(=O)NC=1C(N(C=CC1)C1CC1)=O)C=C(N2)[C@]21CO[C@](CC2)(C1)C 7-((S)-sec-butoxy)-N-(1-cyclopropyl-2-oxo-1,2-dihydropyridin-3-yl)-2-((1R,4S)-1-methyl-2-oxabicyclo[2.2.1]heptan-4-yl)imidazo[1,2-a]pyrimidine-6-carboxamide